7a,25-Dihydroxycholesterol O[C@H]1[C@H]2[C@@H]3CC[C@H]([C@@H](CCCC(C)(C)O)C)[C@]3(CC[C@@H]2[C@]2(CC[C@@H](CC2=C1)O)C)C